C(C)(C)(C)OC(=O)N1CCC2(CCCN2CC2=C(C=CC=C2)Cl)CC1 1-(2-chlorobenzyl)-1,8-diazaspiro[4.5]decane-8-carboxylic acid tert-butyl ester